2-amino-N-ethoxy-N-propyl-8-(1-((5,6,7,8-tetrahydro-1,6-naphthyridin-3-yl)carbamoyl)cyclopropyl)-3H-benzo[b]azepin-4-carboxamide NC=1CC(=CC2=C(N1)C=C(C=C2)C2(CC2)C(NC=2C=NC=1CCNCC1C2)=O)C(=O)N(CCC)OCC